tert-Butyl 2-[({4-[(tert-butoxycarbonyl)amino]-2-methoxypyridin-3-yl}methyl)amino]acetate C(C)(C)(C)OC(=O)NC1=C(C(=NC=C1)OC)CNCC(=O)OC(C)(C)C